C(C(C)C)(=O)OC=1C(=NC=CC1OC)C(N[C@H](C(=O)NN=C(C1=CC=C(C=C1)C(C)C)C1=CC=C(C=C1)C(C)C)C)=O (S)-2-((1-(2-(bis(4-isopropylphenyl)methylene)hydrazineyl)-1-oxopropan-2-yl)carbamoyl)-4-methoxypyridin-3-yl isobutyrate